(R)-3-hydroxy-N,N-dimethyl-4-((2-(((1-methylcyclopentyl)(pyrazin-2-yl)methyl)amino)-3,4-dioxocyclobut-1-en-1-yl)amino)picolinamide OC=1C(=NC=CC1NC1=C(C(C1=O)=O)N[C@@H](C1=NC=CN=C1)C1(CCCC1)C)C(=O)N(C)C